COCCOC(C)=O 2-methoxyethylacetate